N-((3S,4R,5R,6R)-6-(aminomethyl)-4,5-dihydroxy-2-methoxytetrahydro-2H-pyran-3-yl)acetamide NC[C@@H]1[C@@H]([C@@H]([C@@H](C(O1)OC)NC(C)=O)O)O